(4R,5S)-4-amino-5-methoxydihydrofuran-2(3H)-one N[C@@H]1CC(O[C@@H]1OC)=O